C(C)(C)(C)P(C(C)(C)C)C1=C(C(=CC=C1)C1=CC=CC=C1)N(C)C (di-t-butylphosphino)-N,N-dimethylbiphenyl-2-amine